O=C1C(N2C3CCC2CC1C3)CNS(=O)(=O)C N-((6-oxooctahydro-3,7-methanoindolizin-5-yl)methyl)methanesulfonamide